N-(4-(4-(5-Cyano-4-methylpyridin-2-yl)piperazin-1-yl)phenyl)-4-methoxybenzamid C(#N)C=1C(=CC(=NC1)N1CCN(CC1)C1=CC=C(C=C1)NC(C1=CC=C(C=C1)OC)=O)C